Phenyl Tertiary Butyl Ether C(C)(C)(C)OC1=CC=CC=C1